N-(2-prop-2-ynyloxyethyl)benzenesulfonamide C(C#C)OCCNS(=O)(=O)C1=CC=CC=C1